COC1=CC=C2[C@H]([C@@H](N(C(C2=C1)=O)CC1=CC=C(C=C1)C)C1=CC=C(C=C1)C(F)(F)F)C(=O)NC1=CC(=CC=C1)N1CCN(CC1)C |o1:6,7| Rel-(3R,4R)-7-methoxy-2-(4-methylbenzyl)-N-(3-(4-methylpiperazin-1-yl)phenyl)-1-oxo-3-(4-(trifluoromethyl)phenyl)-1,2,3,4-tetrahydroisoquinoline-4-carboxamide